N-(benzofuran-3-ylmethyl)-3-chloroaniline O1C=C(C2=C1C=CC=C2)CNC2=CC(=CC=C2)Cl